S1C(NCC1)C=1C=C(C(=CC1)O)O 4-(thiazolidine-2-yl)benzene-1,2-diol